C(C)(C)(C)C=1C=NN(C1I)C 4-(tert-butyl)-5-iodo-1-methyl-1H-pyrazole